N-((S)-2-(2-((1S,5R,6s)-3-oxabicyclo[3.1.0]hexane-6-carboxamido)pyridin-4-yl)-6,7,8,9-tetrahydro-5H-benzo[7]annulen-5-yl)-3-(tert-butyl)-1,2,4-oxadiazole-5-carboxamide [C@@H]12COC[C@H]2C1C(=O)NC1=NC=CC(=C1)C=1C=CC2=C(CCCC[C@@H]2NC(=O)C2=NC(=NO2)C(C)(C)C)C1